ClC1=CC2=C(N=C(S2)C23CC(C2)(C3)NC(=O)C=3OC(=CC3)S(=O)(=N)CC3CC3)C=C1 N-[3-(6-chloro-1,3-benzothiazol-2-yl)-1-bicyclo[1.1.1]pentanyl]-5-(cyclopropylmethylsulfonimidoyl)furan-2-carboxamide